2,6-Difluoro-3-(3-methyl-5-(7-oxa-4-azaspiro[2.5]octan-4-yl)-1H-pyrazolo[4,3-d]pyrimidin-1-yl)-5-(trifluoromethyl)phenol FC1=C(C(=C(C=C1N1N=C(C=2N=C(N=CC21)N2C1(CC1)COCC2)C)C(F)(F)F)F)O